C(C)(C)(C)N(C(O)=O)CC=1SC(=CN1)SC=1C=C(C=C(C1)SC)C1=CC=C(C=C1)C.OC=1C=C(C=C(C1)O)C=CC1=CC=C(C=C1)O 3,4',5-trihydroxystilbene tert-Butyl-((5-((4'-methyl-5-(methylthio)-[1,1'-biphenyl]-3-yl)thio)thiazol-2-yl)methyl)carbamate